4-(cyclobutylamino)-2-((1r,4r)-4-(difluoromethoxy)cyclohexylamino)pyrimidine-5-carboxamide C1(CCC1)NC1=NC(=NC=C1C(=O)N)NC1CCC(CC1)OC(F)F